C[Si](O[Si](C=C)(C=C)C)(C)C.[Pt] platinum (0) tetramethyl-divinyl-disiloxane